7-chloro-2-(4-methoxybenzyl)-1-methyl-5-(2-(trifluoromethyl)pyridin-3-yl)-1,5-dihydro-4H-imidazo[4,5-c]quinolin-4-one ClC=1C=CC=2C3=C(C(N(C2C1)C=1C(=NC=CC1)C(F)(F)F)=O)N=C(N3C)CC3=CC=C(C=C3)OC